NC1=NC2=NC=C(N=C2C(=N1)N)CN(C=1C=C(CNC(CCCCCCCNC(OC(C)(C)C)=O)=O)C=CC1)C tert-butyl (8-((3-(((2,4-diaminopteridin-6-yl)methyl)(methyl)amino)benzyl)amino)-8-oxooctyl)carbamate